(2-methoxyethyl)-5-(2-nitrophenyl)-2-(4-(trifluoromethyl)phenyl)Oxazole-4-carboxamide COCCNC(=O)C=1N=C(OC1C1=C(C=CC=C1)[N+](=O)[O-])C1=CC=C(C=C1)C(F)(F)F